COC1=C(N=C(N(C1=O)C)N1C(C2=CC=CC=C2CC1)C1=CC=CC=C1)C(=O)O 5-methoxy-1-methyl-6-oxo-2-(1-phenyl-1,2,3,4-tetrahydroisoquinolin-2-yl)-1,6-dihydropyrimidine-4-carboxylic acid